4-(4-methylpiperazin-1-yl)naphthalen-1-amine CN1CCN(CC1)C1=CC=C(C2=CC=CC=C12)N